Tantalum-Titanium [Ti].[Ta]